CCCCCCCCCCCCCCCCCC(=O)N[C@@H](CO)[C@@H]([C@@H](CCCCCCCCCCCCCC)O)O The molecule is a phytoceramide in which the ceramide N-acyl group is specified as octadecanoyl (stearoyl). It is a N-acylphytosphingosine and a N-stearoyl-sphingoid base.